C12(CC(C1)C2)N[C@@H]2C[C@@H](N(CC2)CC2=C1C=CNC1=C(C=C2OC)C)C2=CC=C(C(=O)O)C=C2 4-((2R,4S)-4-(bicyclo[1.1.1]pentan-1-ylamino)-1-((5-methoxy-7-methyl-1H-indol-4-yl)methyl)piperidin-2-yl)benzoic acid